N=1N=CC2=NCSC21 pyrazolo[4,3-d]thiazole